S-butyl-N-tetradecanoyl-D-methionine C(CCC)[S+](CC[C@@H](NC(CCCCCCCCCCCCC)=O)C(=O)O)C